C[C@@H]1N([C@H](COC1)C)CC1CCNCC1 trans-3,5-dimethyl-4-(piperidin-4-ylmethyl)morpholine